BrC=1C=CC(=NC1)C=1C=NN(C1)C1OCCCC1 5-bromo-2-(1-(tetrahydro-2H-pyran-2-yl)-1H-pyrazol-4-yl)pyridine